BrC1=C2CCN(C2=CC=C1)CCCN1CC(CC1)(OCC)CO 4-bromo-1-(3-(3-hydroxymethyl-3-ethoxypyrrolidin-1-yl)propyl)indoline